9-(3-Cyclopropyl-propoxy)-2-((R)-1-[1,4]dioxan-2-ylmethoxy)-6,7-dihydro-pyrimido[6,1-a]isoquinolin-4-one C1(CC1)CCCOC=1C=C2CCN3C(C2=CC1)=CC(=NC3=O)OC[C@@H]3OCCOC3